NC=1C=C(C=CC1)C=1C=C(N(C1)CC)C(=O)C1=CC(=C(C(=C1)OC)OC)OC [4-(3-aminophenyl)-1-ethyl-1H-pyrrol-2-yl](3,4,5-trimethoxyphenyl)methanone